N1=C(N=CC=C1)C1C(N=NO1)=O pyrimidinyl-oxadiazolone